IC=1C=CC(=NC1)N1CCN(CC1)C(=O)OC(C)(C)C tert-butyl 4-(5-iodo-2-pyridyl)piperazine-1-carboxylate